2-fluoroethan-1-ol FCCO